1-(tert-butyldimethylsilyl)-3-fluoroindole-6-carboxylic acid [Si](C)(C)(C(C)(C)C)N1C=C(C2=CC=C(C=C12)C(=O)O)F